N-((6-(2-(Ethoxymethoxy)-6-methyl-4-(trifluoromethyl)phenyl)pyridazin-3-yl)methyl)-1-methylpyrrolidin-3-amine C(C)OCOC1=C(C(=CC(=C1)C(F)(F)F)C)C1=CC=C(N=N1)CNC1CN(CC1)C